C1(CC1)[C@@]1(C2(CC1(C2)C2=CC=CC=C2)B2OC(C(O2)(C)C)(C)C)C 2-((1R,2R,3S)-2-cyclopropyl-2-methyl-3-phenylbicyclo[1.1.1]pentan-1-yl)-4,4,5,5-tetramethyl-1,3,2-dioxaborolane